FC(C(=O)O)(F)F.N1CCC(CC1)C1=C(C#N)C=CC=C1 piperidin-4-yl-benzonitrile trifluoroacetate